(S)-(1-(1-(3,3-difluorocyclobutyl)-3-methyl-6-((1-(3,4,5-trimethoxyphenyl)-1H-imidazol-4-yl)amino)-1H-pyrazolo[3,4-d]pyrimidin-4-yl)pyrrolidin-2-yl)methanol FC1(CC(C1)N1N=C(C=2C1=NC(=NC2N2[C@@H](CCC2)CO)NC=2N=CN(C2)C2=CC(=C(C(=C2)OC)OC)OC)C)F